1-(3-sulfopropyl)-2-isobutylquinoline p-toluenesulfonate salt CC1=CC=C(C=C1)S(=O)(=O)O.S(=O)(=O)(O)CCCN1C(C=CC2=CC=CC=C12)CC(C)C